C(C)(C)(C)C1CN(CCC12CCN(CC2)C(C)C2CCN(CC2)C(=O)OCC2=CC=CC=C2)C(=O)O.C(C)(=O)NC2=CC=CC=1NN=NC12 4-acetamidobenzotriazol tert-butyl-9-(1-(1-((benzyloxy)carbonyl)piperidin-4-yl)ethyl)-3,9-diazaspiro[5.5]undecane-3-carboxylate